Cl.C1S(CC12CCNC2)(=O)=O 2-thia-7-azaspiro[3.4]octane 2,2-dioxide hydrochloride